2-(2-(2-(2-(2,6-dioxopiperidin-3-yl)-1,3-dioxoisoindolin-4-ylamino)ethoxy)ethyl)acetamide O=C1NC(CCC1N1C(C2=CC=CC(=C2C1=O)NCCOCCCC(=O)N)=O)=O